FC1=C(C=CC(=C1F)C1=CCC(CC1)C1CCC(CC1)CCC)C1=CC=C(C(=C1OS(=O)(=O)C(F)(F)F)F)F trifluoromethanesulfonic acid [6-[2,3-difluoro-4-[4-(4-propylcyclohexyl) cyclohex-1-enyl] phenyl]-2,3-difluorophenyl] ester